3,5,5,10-tetramethyl-5,6,7,9,10,11-hexahydro-12H-benzo[3,4]cyclohepta[1,2-b]quinolin-12-one CC1=CC2=C(C=3C(=NC=4CC(CC(C4C3)=O)C)CCC2(C)C)C=C1